C1(=CC=CC=C1)C1=CC(=CC(=C1)Br)Br 1-phenyl-3,5-dibromobenzene